(S)-2-amino-3-(quinolin-2-ylmethylsulfanyl)-propionic acid N[C@@H](C(=O)O)CSCC1=NC2=CC=CC=C2C=C1